tri-methyl phosphate P(=O)(OC)(OC)OC